NCC=1C=C(C[N+]2=NOC(=C2)[N-]C(NC2=CC(=CC(=C2)C(F)(F)F)NC(CC2=CC=CC=C2)=O)=O)C=CC1 (3-(3-(Aminomethyl)benzyl)-1,2,3-oxadiazol-3-ium-5-yl)((3-(2-phenylacetamido)-5-(trifluoromethyl)phenyl)carbamoyl)amide